C(C)(C)(C)OC(N[C@@H](C)C1=CC=C(C=C1)Br)=O.C[N+](C)(CCCS(=O)(=O)[O-])CCCNC(CCCCCCCCCCCCCCC)=O 3-[N,N-dimethyl(3-palmitoylaminopropyl) ammonio]-propanesulfonate tert-butyl-N-[(1S)-1-(4-bromophenyl)ethyl]carbamate